8-((1-acryloyl-3-(2,3-dichloro-6-fluorophenyl)pyrrolidin-3-yl)amino)-1-methyl-1,3,4,5-tetrahydro-2H-benzo[b]azepin-2-one C(C=C)(=O)N1CC(CC1)(C1=C(C(=CC=C1F)Cl)Cl)NC=1C=CC2=C(N(C(CCC2)=O)C)C1